FC(N1N=C(C(=C1C)C1=CSC2=C1N=C(N=C2N2[C@@H](COCC2)C)C2=C1C(=NC=C2)NC=C1)C)F (R)-4-(7-(1-(Difluoromethyl)-3,5-dimethyl-1H-pyrazol-4-yl)-2-(1H-pyrrolo[2,3-b]pyridin-4-yl)thieno[3,2-d]pyrimidin-4-yl)-3-methylmorpholine